NCC1=NC(=NO1)C=1N(C=2C=CC=C(C2C1)N[C@@H]1[C@@H](COCC1)F)CC(F)(F)F 2-[5-(aminomethyl)-1,2,4-oxadiazol-3-yl]-N-[(3S,4S)-3-fluorotetrahydropyran-4-yl]-1-(2,2,2-trifluoroethyl)indol-4-amine